BrC(C(=O)OCC)(F)F ethyl 2-bromo-2,2-difluoroacetate